2,4-dichloro-7-(3-(methoxymethoxy)naphthalen-1-yl)pyrido[4,3-d]pyrimidine ClC=1N=C(C2=C(N1)C=C(N=C2)C2=CC(=CC1=CC=CC=C21)OCOC)Cl